2-(4-aminopiperidin-1-yl)-3,4-dioxetan NC1CCN(CC1)C1COO1